(1s,2s)-N-(6-(2-cyano-3-fluorophenyl)imidazo[1,2-a]pyridin-2-yl)-2-fluorocyclopropanecarboxamide C(#N)C1=C(C=CC=C1F)C=1C=CC=2N(C1)C=C(N2)NC(=O)[C@H]2[C@H](C2)F